C(OCC=CC)([O-])=O crotyl carbonate